ClC1=NC(=C2N=CN(C2=N1)C1=CC=CC=C1)C=1CCN(C1)C(=O)OC(C)(C)C tert-butyl 4-(2-chloro-9-phenyl-9H-purin-6-yl)-2,3-dihydro-1H-pyrrole-1-carboxylate